((2r,3r,4r,5r)-3-(benzoyloxy)-5-bromo-4-fluoro-4-methyltetrahydrofuran-2-yl) benzoate C(C1=CC=CC=C1)(=O)O[C@@H]1O[C@@H]([C@]([C@@H]1OC(C1=CC=CC=C1)=O)(C)F)Br